C(C)(C)(C)C1=CC=C(C(=O)OC=C)C=C1 vinyl 4-tert-butylbenzoate